BrC=1C=C(C=CC1)/C=C/C(=O)N1N=NC=C1CN1C(N(/C(/NC1=O)=N/C1=CC2=CN(N=C2C=C1Cl)C)CC1=C(C=C(C(=C1)F)F)F)=O (E)-3-((1-((E)-3-(3-bromophenyl)acryloyl)-1H-1,2,3-triazol-5-yl)methyl)-6-((6-chloro-2-methyl-2H-indazol-5-yl)imino)-1-(2,4,5-trifluorobenzyl)-1,3,5-triazine-2,4-dione